3-(1-(2,4-dichlorobenzyl)-1H-indazol-3-yl)benzoyl-hydrazine ClC1=C(CN2N=C(C3=CC=CC=C23)C=2C=C(C(=O)NN)C=CC2)C=CC(=C1)Cl